C(C=CC=CCCCCCCCCCCCC)=O 9E,11Z-Heptadecadienal